ClC1=C2C(=NC(=C1)O)SC=C2 4-chloro-6-hydroxythieno[2,3-b]pyridine